N4-cyclopentyl-N2-(2-methoxy-4-(4-methylpiperazin-1-yl)phenyl)pyrimidine-2,4,5-triamine C1(CCCC1)NC1=NC(=NC=C1N)NC1=C(C=C(C=C1)N1CCN(CC1)C)OC